cyclopentylsulfonyl-(2-chlorophenyl-sulfonyl)diazomethane C1(CCCC1)S(=O)(=O)C(=[N+]=[N-])S(=O)(=O)C1=C(C=CC=C1)Cl